5-{2-amino-3-[(3-oxetanylamino)carbonyl]-1,4,7a-triaza-5-indenyl}-7-(trifluoromethyl)-1-isoindolinone NC1=NN2C=CC(=NC2=C1C(=O)NC1COC1)C=1C=C2CNC(C2=C(C1)C(F)(F)F)=O